(5-bromo-4-ethylpyridin-3-yl)(tert-butyloxycarbonyl)carbamic acid tert-butyl ester C(C)(C)(C)OC(N(C(=O)OC(C)(C)C)C=1C=NC=C(C1CC)Br)=O